2-(3',5'-difluorophenyl)-phenol FC=1C=C(C=C(C1)F)C1=C(C=CC=C1)O